dodecanoic acid n-hexylester C(CCCCC)OC(CCCCCCCCCCC)=O